rac-(3aR,5r,6aS)-5-benzyl-2-(2-hydroxy-2-(3-(trifluoromethyl)phenyl)ethyl)octahydrocyclopenta[c]pyrrol-5-ol C(C1=CC=CC=C1)C1(C[C@@H]2[C@@H](CN(C2)CC(C2=CC(=CC=C2)C(F)(F)F)O)C1)O |r|